ClC=1C=C(C=C(C1)Cl)C1=NC(=CC(=C1)CN1CC[C@H]2C([C@H]2CC1)C(=O)OCC)OC=1C=NC(=NC1)N1CCN(CCC1)C (1R,7S,8r)-ethyl 4-((2-(3,5-dichlorophenyl)-6-((2-(4-methyl-1,4-diazepan-1-yl)pyrimidin-5-yl)oxy)pyridin-4-yl)methyl)-4-azabicyclo[5.1.0]octane-8-carboxylate